C1(CC1)C1=NC(=C(C(=N1)OC)C1=CC=2C(=CN=C(C2)NC(=O)[C@H]2[C@H](C2)F)N1C)OC (1S,2S)-N-(2-(2-cyclopropyl-4,6-dimethoxypyrimidin-5-yl)-1-methyl-1H-pyrrolo[2,3-c]pyridin-5-yl)-2-fluorocyclopropane-1-carboxamide